N-(4-(2-(3-hydroxyphenyl-amino)pyrimidin-4-yl)-2-methoxyphenyl)-N-(methylsulfonyl)methanesulfonamide OC=1C=C(C=CC1)NC1=NC=CC(=N1)C1=CC(=C(C=C1)N(S(=O)(=O)C)S(=O)(=O)C)OC